methyl 2-[(tert-butoxycarbonylamino)methyl]-7-[(3S,5S)-4-tert-butoxycarbonyl-3,5-dimethyl-piperazin-1-yl]-1,3-benzothiazole-4-carboxylate C(C)(C)(C)OC(=O)NCC=1SC=2C(N1)=C(C=CC2N2C[C@@H](N([C@H](C2)C)C(=O)OC(C)(C)C)C)C(=O)OC